C(#C)C=1C(=CC=C2C=CC=C(C12)C=1C(=C2N=C(N=C3C2=C(OC(C2C4CCC(CN32)N4)C)N1)OCC(=C)CN1CCOCC1)F)F 2-(8-ethynyl-7-fluoronaphthalen-1-yl)-1-fluoro-5-methyl-12-((2-(morpholinomethyl)allyl)oxy)-5a,6,7,8,9,10-hexahydro-5H-4-oxa-3,10a,11,13,14-pentaaza-6,9-methanonaphtho[1,8-ab]heptalene